2-phenylethyl 5-chloro-6-piperazin-1-yl-pyridine-3-carboxylate ClC=1C=C(C=NC1N1CCNCC1)C(=O)OCCC1=CC=CC=C1